The molecule is a methyl glycoside that is beta-D-galactopyranosyl-(1->4)-2-acetamido-2-deoxy-alpha-D-glucopyranose in which the anomeric hydroxy group is replaced by methoxy. It is a methyl glycoside and a disaccharide derivative. It derives from a beta-D-Galp-(1->4)-D-GlcpNAc. CC(=O)N[C@@H]1[C@H]([C@@H]([C@H](O[C@@H]1OC)CO)O[C@H]2[C@@H]([C@H]([C@H]([C@H](O2)CO)O)O)O)O